5-(4-((4-(isobutylsulfonyl)-1,4-oxazepan-2-yl)methoxy)phenyl)-2-oxo-6-(trifluoromethyl)-1,2-dihydropyridine-3-carboxamide C(C(C)C)S(=O)(=O)N1CC(OCCC1)COC1=CC=C(C=C1)C=1C=C(C(NC1C(F)(F)F)=O)C(=O)N